methyl 4-(3,5-bis(3-butyryl-2,6-dihydroxy-4-methoxy-5-methylbenzyl)-2,4,6-trihydroxyphenyl)-4-oxobutanoate C(CCC)(=O)C=1C(=C(CC=2C(=C(C(=C(C2O)CC2=C(C(=C(C(=C2O)C)OC)C(CCC)=O)O)O)C(CCC(=O)OC)=O)O)C(=C(C1OC)C)O)O